3-[4-[4-[1-[4-[4-Amino-3-(difluoromethyl)pyrazol-1-yl]cyclohexyl]ethyl-methyl-amino]-1-piperidyl]-3-methyl-2-oxo-benzimidazol-1-yl]piperidine-2,6-dione NC=1C(=NN(C1)C1CCC(CC1)C(C)N(C1CCN(CC1)C1=CC=CC=2N(C(N(C21)C)=O)C2C(NC(CC2)=O)=O)C)C(F)F